3,4-disilylhexasilane [SiH3][SiH]([SiH2][SiH3])[SiH]([SiH2][SiH3])[SiH3]